(S)-2-(1,1-difluoroethyl)-5-(4-(7-methylpyrazolo[1,5-a]pyridin-2-yl)-1,4,6,7-tetrahydro-5H-imidazo[4,5-c]pyridin-5-yl)-1,3,4-oxadiazole FC(C)(F)C=1OC(=NN1)N1[C@@H](C2=C(CC1)NC=N2)C2=NN1C(C=CC=C1C)=C2